N[C@H]1CS(C2=C(N(C1=O)CC1=CC=C(C=C1)Cl)C=C(C(=C2)F)C=2OC(=NN2)C(CN2CCOCC2)(C)C)(=O)=O (3R)-3-amino-5-[(4-chlorophenyl)methyl]-7-[5-(1,1-dimethyl-2-morpholino-ethyl)-1,3,4-oxadiazol-2-yl]-8-fluoro-1,1-dioxo-2,3-dihydro-1lambda6,5-benzothiazepin-4-one